O-hydroxycinnamic acid OOC(C=CC1=CC=CC=C1)=O